COC(=O)[C@H]1N[C@H]2C[C@]2(C1)CO (1S,3S,5R)-5-(hydroxymethyl)-2-azabicyclo[3.1.0]Hexane-3-carboxylic acid methyl ester